CN1N=C(C(=C1)C)C=1C(=NC=CC1)N1CCN(CC1)[C@H]1CC2(CN(C2)C(=O)OCC)CC1 ethyl (6R)-6-[4-[3-(1,4-dimethylpyrazol-3-yl)-2-pyridyl]piperazin-1-yl]-2-azaspiro-[3.4]octane-2-carboxylate